1-(2-(2-oxa-6-azaspiro[3.3]heptan-6-yl)ethyl)-3-(4-(5-(difluoromethyl)-1,3,4-oxadiazol-2-yl)benzyl)-1,3-dihydro-2H-benzo[d]imidazol-2-one C1OCC12CN(C2)CCN2C(N(C1=C2C=CC=C1)CC1=CC=C(C=C1)C=1OC(=NN1)C(F)F)=O